3-((3-carbamoyl-6-(2,6-difluorophenyl)pyridazin-4-yl)amino)benzoic acid C(N)(=O)C=1N=NC(=CC1NC=1C=C(C(=O)O)C=CC1)C1=C(C=CC=C1F)F